9-Phenyl-3-[9-(4,4,5,5-tetramethyl-[1,3,2]dioxaborolan-2-yl)-dibenzofuran-2-yl]-9H-carbazole C1(=CC=CC=C1)N1C2=CC=CC=C2C=2C=C(C=CC12)C1=CC2=C(OC3=C2C(=CC=C3)B3OC(C(O3)(C)C)(C)C)C=C1